tert-Butyl N-(3-bromo-1-cyclopropyl-pyrazolo[3,4-d]pyrimidin-4-yl)-N-tert-butoxycarbonyl-carbamate BrC1=NN(C2=NC=NC(=C21)N(C(OC(C)(C)C)=O)C(=O)OC(C)(C)C)C2CC2